2,5-dimethyl-4-(1-tetrahydropyran-2-yl-3-vinyl-pyrazolo[3,4-c]pyridin-5-yl)pyrazol-3-ol CN1N=C(C(=C1O)C=1C=C2C(=CN1)N(N=C2C=C)C2OCCCC2)C